FC1([C@H](C2=C(C=CC(=C2C1)[C@H]1CC[C@@H](C2=CC(=CC(=C12)F)F)F)SC(F)(F)F)O)F (1S)-2,2-difluoro-4-[(1R,4S)-4,6,8-trifluorotetralin-1-yl]-7-(trifluoromethylsulfanyl)indan-1-ol